(S)-1-(7-fluorobenzofuran-5-yl)-N-methylpropan-2-amine FC1=CC(=CC=2C=COC21)C[C@H](C)NC